2-(perfluorohexyl)propionic acid FC(C(C(C(C(C(F)(F)F)(F)F)(F)F)(F)F)(F)F)(C(C(=O)O)C)F